2-chloro-4-(1H-1,2,4-triazol-3-yl)-5-(trifluoromethyl)pyridine ClC1=NC=C(C(=C1)C1=NNC=N1)C(F)(F)F